C(#N)C1(CC1)NS(=O)(=O)C1=CC(=C2C=NN(C2=C1)C=1SC(=NN1)C(F)F)N1CCN(CC1)C(=O)NC1CC1 4-(6-(N-(1-cyanocyclopropyl)sulfamoyl)-1-(5-(difluoromethyl)-1,3,4-thiadiazol-2-yl)-1H-indazol-4-yl)-N-cyclopropylpiperazine-1-carboxamide